(S)-N-(3-carbamoylbenzyl)-N-(4-hydroxyphenyl)-3-(6-(3-(morpholinomethyl)-1,2,3,4-tetrahydroisoquinoline-2-carbonyl)benzo[d][1,3]dioxol-5-yl)-5,6,7,8-tetrahydroindolizine-1-carboxamide C(N)(=O)C=1C=C(CN(C(=O)C=2C=C(N3CCCCC23)C2=CC3=C(OCO3)C=C2C(=O)N2CC3=CC=CC=C3C[C@H]2CN2CCOCC2)C2=CC=C(C=C2)O)C=CC1